FC=1C(=NC=C(C1)F)C(C)N1C[C@@H](N(C[C@H]1CC)C=1C=2C(N(C(C1)=O)C)=CN(N2)CC#N)CC 2-(7-((2S,5R)-4-(1-(3,5-difluoropyridin-2-yl)ethyl)-2,5-diethylpiperazin-1-yl)-4-methyl-5-oxo-4,5-dihydro-2H-pyrazolo[4,3-b]pyridin-2-yl)acetonitrile